1-(p-bromophenyl)cyclopropanecarboxamide BrC1=CC=C(C=C1)C1(CC1)C(=O)N